FC(C1=C(C=CC(=C1)C(F)(F)F)[C@@H](C)N1N=CC(=C1)NC(=O)C=1OC(=NN1)C1=NC=CC=C1)(F)F (R)-N-(1-(1-(2,4-bis(trifluoromethyl)phenyl)ethyl)-1H-pyrazol-4-yl)-5-(pyridin-2-yl)-1,3,4-oxadiazole-2-carboxamide